BrC=1C(=C(C(=C(C(=O)N)C1)OC)C)C(CO)C bromo-(1-hydroxy-prop-2-yl)-2-methoxy-methylbenzamide